6-(4-ethyl-3-(hydroxymethyl)-5-oxo-4,5-dihydro-1H-1,2,4-triazol-1-yl)-7-fluoro-4-isopropyl-2-((1R,2R)-2-methylcyclopentyl)isoquinolin-1(2H)-one C(C)N1C(=NN(C1=O)C=1C=C2C(=CN(C(C2=CC1F)=O)[C@H]1[C@@H](CCC1)C)C(C)C)CO